4-((2-((4-(3-Acetamido-1H-pyrazole-1-carbonyl)piperazin-1-yl)methyl)-5-(trifluoromethyl)phenyl)amino)butanoic acid C(C)(=O)NC1=NN(C=C1)C(=O)N1CCN(CC1)CC1=C(C=C(C=C1)C(F)(F)F)NCCCC(=O)O